2-bromo-1-(4-methyl-3-pyridyl)ethanol BrCC(O)C=1C=NC=CC1C